(5'S,7a'R)-1-(imidazo[2,1-f][1,2,4]triazin-4-yl)-5'-phenyltetrahydro-3'H-spiro[piperidine-4,2'-pyrrolo[2,1-b][1,3]oxazol]-3'-one N=1N2C(C(=NC1)N1CCC3(C(N4[C@H](O3)CC[C@H]4C4=CC=CC=C4)=O)CC1)=NC=C2